(R)-tert-butyl(1-oxo-1-(2-(2,2,2-trifluoroacetyl) hydrazinyl)propan-2-yl)-carbamate C(C)(C)(C)OC(N[C@@H](C(NNC(C(F)(F)F)=O)=O)C)=O